1-(3-chlorophenyl)-2-(3-((4-(methylsulfonyl)phenoxy)methyl)piperidin-1-yl)ethanol ClC=1C=C(C=CC1)C(CN1CC(CCC1)COC1=CC=C(C=C1)S(=O)(=O)C)O